NCC(=O)NC1=C(C=C(C=C1C(=O)N)C1=CC=C(C=C1)Cl)C1=CC=C(C=C1)NC(=O)N 4'-(2-aminoacetamido)-4-chloro-4''-ureido-[1,1':3',1''-terphenyl]-5'-carboxamide